CCCCCC(=O)/C=C/CO The molecule is a medium-chain fatty alcohol that is (E)-non-2-en-1-ol which is substituted with an oxo group at position 4. It has a role as a mouse metabolite. It is a medium-chain primary fatty alcohol, an enone and a primary allylic alcohol.